1-(5-bromopyridin-3-yl)dihydropyrimidine-2,4(1H,3H)-dione BrC=1C=C(C=NC1)N1C(NC(CC1)=O)=O